trifluorobutyl-silane Tert-butyl-4-(6-(5-amino-6-((tertbutoxycarbonyl)(methyl)amino)pyridin-3-yl)quinazolin-4-yl)piperazine-1-carboxylate C(C)(C)(C)OC(=O)N1CCN(CC1)C1=NC=NC2=CC=C(C=C12)C=1C=NC(=C(C1)N)N(C)C(=O)OC(C)(C)C.FC(CCC[SiH3])(F)F